CN(CCCCCC(CCCCCCCC\C=C/C\C=C/CCCCC)CCCCCCCC\C=C/C\C=C/CCCCC)C (15z,18z)-N,N-dimethyl-6-((9z,12z)-octadeca-9,12-dien-1-yl)tetracosan-15,18-dien-1-amine